(2S)-9-((2-chloro-4-phenoxyphenyl)(hydroxy)methyl)-2-((methoxy-d3)methyl)-2-methyl-4-(methyl-d3)-1,2,4,7-tetrahydro-3H-pyrrolo[3',2':5,6]pyrido[3,4-b]pyrazin-3-one ClC1=C(C=CC(=C1)OC1=CC=CC=C1)C(C1=CNC2=C1C1=C(N(C([C@](N1)(C)COC([2H])([2H])[2H])=O)C([2H])([2H])[2H])C=N2)O